tert-butyl 4-((4-(2,6-dioxopiperidin-3-yl)phenyl)amino)piperidine-1-carboxylate O=C1NC(CCC1C1=CC=C(C=C1)NC1CCN(CC1)C(=O)OC(C)(C)C)=O